FC1=C(C(=CC(=C1)C1=NC(=NS1)C=1C=NC(=CC1)N1CCCC1)C=NN1CCN(CC1)C)O 2-fluoro-6-(((4-methylpiperazin-1-yl)imino)methyl)-4-(3-(6-(pyrrolidin-1-yl)pyridin-3-yl)-1,2,4-thiadiazol-5-yl)phenol